BrC1=CC(=C(C=C1F)NS(=O)(=O)C1=CNC=2CNCCC21)F N-(4-bromo-2,5-difluorophenyl)-4,5,6,7-tetrahydro-1H-pyrrolo[2,3-c]pyridine-3-sulfonamide